N2-(5-fluoro-2-methoxy-4-(6-methyl-2,6-diazaspiro[3.3]heptan-2-yl)phenyl)-N4-(1-(methylsulfonyl)indolin-7-yl)-7H-pyrrolo[2,3-d]pyrimidine-2,4-diamine FC=1C(=CC(=C(C1)NC=1N=C(C2=C(N1)NC=C2)NC=2C=CC=C1CCN(C21)S(=O)(=O)C)OC)N2CC1(C2)CN(C1)C